(S)-4-fluoro-N-(1-oxo-3-phenyl-1-(piperidin-4-ylamino)propan-2-yl)benzamide FC1=CC=C(C(=O)N[C@H](C(NC2CCNCC2)=O)CC2=CC=CC=C2)C=C1